C(C1=CC=CC=C1)N1N=C(C=C1C(=O)N[C@H](C(=O)NC)CC1=CC(=CC=C1)Br)C1=CC=C(C=C1)Br (S)-1-benzyl-3-(4-bromophenyl)-N-(3-(3-bromophenyl)-1-(methylamino)-1-oxopropan-2-yl)-1H-pyrazole-5-carboxamide